[Ag+].[Ag+].N12PN3CN(CC(C1)C3)C2.N23PN1CN(CC(C2)C1)C3.N31PN2CN(CC(C3)C2)C1.N12PN3CN(CC(C1)C3)C2 tetrakis(1,3,5-triazaphosphaadamantane) disilver(I)